(4-(1H-indazol-5-yl)phenyl)acetic acid N1N=CC2=CC(=CC=C12)C1=CC=C(C=C1)CC(=O)O